C(C1=CC=CC=C1)OC1=CC=C(C2=C1N=C(O2)N2CC1N(C(C2)C1)C(=O)OC(C)(C)C)C1=NC=CC=C1 tert-Butyl 3-(4-(benzyloxy)-7-(pyridin-2-yl)benzo[d]oxazol-2-yl)-3,6-diazabicyclo[3.1.1]heptane-6-carboxylate